N1(CCC1)C(=O)OC1=C(C=C(C=C1)C1=CN(C=2N=CN=C(C21)N)C)F 4-(4-amino-7-methyl-7H-pyrrolo[2,3-d]pyrimidin-5-yl)-2-fluorophenyl azetidine-1-carboxylate